FC1=CC=C2C=C(NC(C2=C1)=O)CCC(=O)N1C[C@@H](CC1)C1=CC=C(C=C1)F (S)-7-fluoro-3-(3-(3-(4-fluorophenyl)pyrrolidin-1-yl)-3-oxopropyl)isoquinolin-1(2H)-one